(R)-3-(5-Amino-1-(2-(6-chloro-5-fluoro-2-oxo-1,2-dihydrospiro[benzo[d][1,3]oxazine-4,3'-pyrrolidin]-1'-yl)-2-oxoethyl)-1H-pyrazol-3-yl)benzonitrile NC1=CC(=NN1CC(=O)N1C[C@@]2(CC1)C1=C(NC(O2)=O)C=CC(=C1F)Cl)C=1C=C(C#N)C=CC1